4-methyl-1-(5-((5-(1-methyl-5-(trifluoromethyl)-1H-pyrazol-3-yl)thiophen-2-yl)thio)-1H-imidazo[4,5-b]pyrazin-2-yl)piperidin-4-amine CC1(CCN(CC1)C1=NC=2C(=NC=C(N2)SC=2SC(=CC2)C2=NN(C(=C2)C(F)(F)F)C)N1)N